NC1=C2C(=NC=N1)N(N=C2C(F)F)C(C)C=2C(=C(C(=C(C#N)C2)C)C2CN(C2)CC(F)F)OC 5-{1-[4-amino-3-(difluoromethyl)-1H-pyrazolo[3,4-d]pyrimidin-1-yl]ethyl}-3-[1-(2,2-difluoroethyl)azetidin-3-yl]-4-methoxy-2-methylbenzonitrile